CC1=C(C=CC(=N1)C#CCO)[N+](=O)[O-] 3-(6-methyl-5-nitropyridin-2-yl)prop-2-yn-1-ol